C(C)(C)(C)OC(NC1=C(C(=C(C=C1)F)C)N)=O N-(2-amino-4-fluoro-3-methyl-phenyl)carbamic acid tert-butyl ester